2-(3-bromo-propyl)-isoindole-1,3-dione BrCCCN1C(C2=CC=CC=C2C1=O)=O